2-(5-bromo-2-pyridyl)ethynyl-trimethyl-silane BrC=1C=CC(=NC1)C#C[Si](C)(C)C